ClC1=C(C(=O)NC2=NC=NN2C)C=CC(=C1C(=O)N(C)C)S(=O)(=O)C 2-chloro-N3,N3-dimethyl-4-(methylsulfonyl)-N1-(1-methyl-1H-1,2,4-triazol-5-yl)isophthalamide